FC=1C(=NN(C1SCC1=CC=C(C=C1)F)C(=O)C=1OC=CC1)C1C(N(C1)CC(=O)N1CCOCC1)C 2-[3-(4-fluoro-5-{[(4-fluorophenyl)methyl]sulfanyl}-1-(furan-2-carbonyl)-1H-pyrazol-3-yl)-2-methylazetidin-1-yl]-1-(morpholin-4-yl)ethan-1-one